FC(C1=CC=C(OCCCO)C=C1)(F)F 3-(4-(trifluoromethyl)phenoxy)propan-1-ol